4-chloro-3-isopropoxybenzaldehyde ClC1=C(C=C(C=O)C=C1)OC(C)C